C(CCC)OC(=C)C1=CC(=CC(=C1)OC(C(F)(F)F)(C)C)F 1-(1-butoxyvinyl)-3-fluoro-5-((1,1,1-trifluoro-2-methylpropan-2-yl)oxy)benzene